NCC1C2=C(CC3=C(N1)C=CC=C3)C=CC=C2 6-aminomethyl-6,11-dihydro-5H-dibenzo[b,e]azepine